ClC1=C(C=CC(=C1)F)CN1N=C2C(=CC=CC2=C1C1=CC=C(C=C1)F)C(F)(F)F 2-[(2-Chloro-4-fluorophenyl)methyl]-3-(4-fluorophenyl)-7-(trifluoromethyl)-2H-indazole